COC1=CC=C(CN(C2=CC(=C(C(=N2)C2=C(C(=C(C(=O)OC)C=C2Cl)C(CC#N)=O)F)C(F)(F)F)C)CC2=CC=C(C=C2)OC)C=C1 methyl 4-(6-(bis(4-methoxybenzyl)amino)-4-methyl-3-(trifluoromethyl)pyridin-2-yl)-5-chloro-2-(2-cyanoacetyl)-3-fluorobenzoate